dimethylpropanamide CC(C(=O)N)(C)C